ClC1=C(C=CC=2C3=C(NC12)C[C@H](NC3)C)Cl |r| rac-6,7-dichloro-3-methyl-2,3,4,5-tetrahydro-1H-pyrido[4,3-b]Indole